O1CCC(CC1)CC=O 2-(tetrahydro-2H-pyran-4-yl)ethan-1-one